N-(3-methylphenyl-1,3-dioxo-5-isoindolyl)-3-difluoromethyl-1-(5-bromo-2-pyridinyl)-1H-pyrazole-5-carboxamide CC=1C=C(C=CC1)C1=C2C(NC(C2=CC=C1NC(=O)C1=CC(=NN1C1=NC=C(C=C1)Br)C(F)F)=O)=O